2-[6-[4-(2,7-diazaspiro[3.5]nonan-7-yl)phenyl]-4-fluoro-1-oxo-isoindolin-2-yl]-2-(6,7-dihydro-5H-pyrrolo[1,2-c]imidazol-1-yl)-N-thiazol-2-yl-acetamide trifluoroacetate FC(C(=O)O)(F)F.C1NCC12CCN(CC2)C2=CC=C(C=C2)C2=CC(=C1CN(C(C1=C2)=O)C(C(=O)NC=2SC=CN2)C2=C1N(C=N2)CCC1)F